1-(4-chlorophenyl)cyclobutane-1-carbaldehyde ClC1=CC=C(C=C1)C1(CCC1)C=O